C(CCCCCCC\C=C/C\C=C/CCCCC)(=O)OCCCCCCCCCCCCCCCCCCCCC heneicosyl linoleate